O=C1N(C(CC1)=O)OC(=O)C1=CC=C(C(=O)O)C=C1 4-(2,5-dioxopyrrolidin-1-yl)oxycarbonylbenzoic acid